1-(1,2,4-thiadiazol-5-yl)-1,4-dihydro-1,8-naphthyridine-3-carboxylic acid S1N=CN=C1N1C=C(CC2=CC=CN=C12)C(=O)O